C(CCC)OC(/N=C\1/N(C2=C(C=NC=3C=CC(=CC23)C2=CC=C(C=C2)Cl)N1C)C1=C(C=CC(=C1)C#N)C)=O (E)-(8-(4-chlorophenyl)-1-(5-cyano-2-methylphenyl)-3-methyl-1,3-dihydro-2H-imidazo[4,5-c]quinolin-2-ylidene)carbamic acid butyl ester